tert-butyl 4-[4-[3-cyano-4-[6-[4-ethyl-4-(isopropylcarbamoyl)-1-piperidyl]-3-pyridyl]pyrazolo[1,5-a]pyrazin-6-yl]phenyl]piperidine-1-carboxylate C(#N)C=1C=NN2C1C(=NC(=C2)C2=CC=C(C=C2)C2CCN(CC2)C(=O)OC(C)(C)C)C=2C=NC(=CC2)N2CCC(CC2)(C(NC(C)C)=O)CC